The molecule is a member of the family of pteridines that is 2-amino-6,7-dimethyl-4-oxo-4,8-dihydropteridine in which the hydrogen at position 8 is replaced by a D-ribityl group. It derives from a ribitol. CC1=C(N(C2=NC(=NC(=O)C2=N1)N)C[C@@H]([C@@H]([C@@H](CO)O)O)O)C